C(C)(C)(C)C1[C@](N(CC[C@@]1(C(=O)O)CC1=NC(=CC(=C1F)CC)NC1=NN(C(=C1)C)C(C)(C)C)C(=O)O)(C)C(C)(C)C di-tert-butyl-(2r,4r)-4-((6-((1-(tert-butyl)-5-methyl-1H-pyrazol-3-yl)amino)-4-ethyl-3-fluoropyridin-2-yl)methyl)-2-methylpiperidine-1,4-dicarboxylic acid